(1H-Benzo[g]indol-2-yl)-phenyl-methanone N1C(=CC2=CC=C3C(=C12)C=CC=C3)C(=O)C3=CC=CC=C3